FC1=C(C=C(C=C1)N(C(=O)[C@H]1N(C(OC1)=O)C1=NC(=CC(=C1)C(F)(F)F)C)C)OC (S)-N-(4-Fluoro-3-methoxy-phenyl)-N-methyl-3-(6-methyl-4-(trifluoromethyl)pyridin-2-yl)-2-oxooxazolidine-4-carboxamide